NC[C@H]1[C@@H](CC1)CN trans-1,2-diaminomethyl-cyclobutane